C(C=C)[Pd+] Allyl-palladium (II)